N-((3-chloro-1H-pyrrolo[2,3-b]pyridin-5-yl)methyl)-2-(6-methyl-2-oxo-3-(phenethylamino)pyrazin-1(2H)-yl)acetamide acetate C(C)(=O)O.ClC1=CNC2=NC=C(C=C21)CNC(CN2C(C(=NC=C2C)NCCC2=CC=CC=C2)=O)=O